C(C1=CC=CC=C1)O[C@@H]([C@H](N)C(=O)O)C O-benzyl-threonine